L-4-trifluoromethyl-phenethyl-magnesium bromide FC(C1=CC=C(CC[Mg]Br)C=C1)(F)F